C(C)(C)(C)[S@@](=O)N[C@H](C)C12CC(C1)(C2)NC(OC(C)(C)C)=O tert-butyl (3-((R)-1-(((R)-tert-butylsulfinyl)amino)ethyl)bicyclo[1.1.1]pentan-1-yl)carbamate